CC1=C2C=C(N(C2=CC=C1CN1CCC2(CN(C2)C2=NC=NC3=CC=C(C=C23)CC(F)(F)F)CC1)C[C@H]1CNC(CO1)=O)C#N 4-Methyl-1-{[(2R)-5-oxomorpholin-2-yl]methyl}-5-({2-[6-(2,2,2-trifluoroethyl)quinazolin-4-yl]-2,7-diazaspiro[3.5]non-7-yl}methyl)-1H-indole-2-carbonitrile